tert-butyl 3-(2-(3-((5S,8S)-5-(4-(tert-butoxy)-4-oxobutyl)-3,6,9-trioxo-8-phenethyl-1-phenyl-2-oxa-4,7,10-triazaundecan-11-yl)-4-methylphenoxy)ethyl)pyrrolidine-1-carboxylate C(C)(C)(C)OC(CCC[C@H](NC(OCC1=CC=CC=C1)=O)C(N[C@H](C(NCC=1C=C(OCCC2CN(CC2)C(=O)OC(C)(C)C)C=CC1C)=O)CCC1=CC=CC=C1)=O)=O